NC1=CC=C(C=N1)N1CCC(CC1)OCCCO 3-{[1-(6-aminopyridin-3-yl)piperidin-4-yl]oxy}propan-1-ol